Rel-(2R,4R)-1-ethyl-N,2-dimethyl-piperidin-4-amine C(C)N1[C@@H](C[C@@H](CC1)NC)C |o1:3,5|